3-hydroxy-2-naphthalenate OC=1C(=CC2=CC=CC=C2C1)C(=O)[O-]